NC=1C=CC(=NC1)C1=C(C(=NN1)C#N)Br (5-amino-2-pyridinyl)-4-bromo-pyrazole-3-carbonitrile